2-(tert-butyl)-9-[2-carboxy(4-methyl-4-cyclohexenyl)]carbonyloxyanthracene C(C)(C)(C)C1=CC2=C(C3=CC=CC=C3C=C2C=C1)OC(=O)C1C(CC(=CC1)C)C(=O)O